CC1=CC2=C(N=CC=C2N)N1 2-methyl-1H-pyrrolo[2,3-b]pyridin-4-amine